FC1=C(C=CC(=C1)F)C1=NN2C(N=C(C=C2)C)=C1C(=O)N[C@@H]1C(NC2=C(C(=N1)C1=CC=CC=C1)C=CC=C2)=O 2-(2,4-difluorophenyl)-5-methyl-N-[(3S)-2-oxo-5-phenyl-1,3-dihydro-1,4-benzodiazepine-3-Yl]pyrazolo[1,5-a]pyrimidine-3-carboxamide